(s)-2-((1-(6-chloro-4-cyano-3-methyl-2-(tetrahydro-2H-pyran-4-yl)quinolin-8-yl)ethyl)amino)benzoic acid ClC=1C=C2C(=C(C(=NC2=C(C1)[C@H](C)NC1=C(C(=O)O)C=CC=C1)C1CCOCC1)C)C#N